(R)-N-(1-cyanocyclopropyl)-9-(5-(difluoromethyl)-1,3,4-thiadiazol-2-yl)-4-(2-methylmorpholino)-9H-pyrimido[4,5-b]indole-7-sulfonamide C(#N)C1(CC1)NS(=O)(=O)C1=CC=C2C3=C(N(C2=C1)C=1SC(=NN1)C(F)F)N=CN=C3N3C[C@H](OCC3)C